NC1=NC(=C(C(=N1)N[C@H](CC(=O)OC(C)(C)C)CCCC)CC=1C=C(C(=O)OC)C=CC1OC)C (S)-methyl 3-((2-amino-4-((1-(tert-butoxy)-1-oxohept-3-yl) amino)-6-methylpyrimidin-5-yl) methyl)-4-methoxybenzoate